OC1=C(C=C(C(=C1)C(=O)O)O)C(=O)O 2,5-dihydroxy-1,4-benzenedicarboxylic acid